F[B-](F)(F)F.N1(N=NC2=C1C=CC=C2)OC(=[N+](C)C)N(C)C O-benzotriazole-1-yl-N,N,N',N'-tetramethyluronium tetrafluoroborate